[Si](C)(C)(C(C)(C)C)OCCC[Li] 3-(tert-butyldimethylsilyloxy)-1-propyl-lithium